3-(1-(3,4-dichlorophenyl)-2,5-dimethylpyrrolidin-3-yl)-2-fluorobenzoic acid methyl ester COC(C1=C(C(=CC=C1)C1C(N(C(C1)C)C1=CC(=C(C=C1)Cl)Cl)C)F)=O